3-Fluoro-4-((2-(2,2,2-trifluoroethyl)-1-((2-(trimethylsilyl)ethoxy)methyl)-1H-imidazol-4-yl)methyl)pyridine FC=1C=NC=CC1CC=1N=C(N(C1)COCC[Si](C)(C)C)CC(F)(F)F